(+)-(4aR,8aS)-6-[3-[4-(4-Fluorophenoxy)phenyl]azetidine-1-carbonyl]-4,4a,5,7,8,8a-hexahydropyrido[4,3-b][1,4]oxazin-3-one FC1=CC=C(OC2=CC=C(C=C2)C2CN(C2)C(=O)N2C[C@@H]3[C@@H](OCC(N3)=O)CC2)C=C1